[Cl-].[Cl-].[Zr+2].CC=1C(C2=CC=CC(=C2C1)C1=CC=C(C=C1)C(C)(C)C)[SiH3] (2-methyl-4-(4-(tert-butyl)phenyl)-1H-inden-1-yl)silane zirconium dichloride